C(CCCCCCCC\C=C/CCCC=C)(=O)OCC(CO)O 2,3-dihydroxypropyl (Z)-hexadeca-10,15-dienoate